COC=1C=C2C(=CC(=NC2=CC1)C(=O)O)C(=O)O 6-(methoxy)quinoline-2,4-dicarboxylic acid